7-methoxy-1,2-dihydronaphthaleneacetonitrile COC1=CC=C2C=CCC(C2=C1)CC#N